(1-bromo-7-chloro-3-(2-fluoro-5-(trifluoromethyl)phenyl)imidazo[1,5-a]pyridin-8-yl)methanol BrC=1N=C(N2C1C(=C(C=C2)Cl)CO)C2=C(C=CC(=C2)C(F)(F)F)F